C(CCOCCOCCOCCCN)N 4,7,10-trioxatridecane-1,13-di-amine